F[Pd](F)(F)F tetrafluoropalladium